FC=1C=NC(=NC1)N1CCN(CC1)C1=C(C=C(C=C1)[N+](=O)[O-])OCC1=CC=C(C=C1)OC 5-fluoro-2-(4-(2-(4-methoxybenzyloxy)-4-nitrophenyl)piperazin-1-yl)pyrimidine